C1(=CC=C2C=CC3=CC=CC4=CC=C1C2=C34)CCCC(=O)Cl 1-pyrenebutyric acid chloride